3-[4,5-dimethylthiazol-2-yl]-5-[3-carboxymethoxy-phenyl]-2-[4-sulfophenyl]-2H-tetrazolium CC=1N=C(SC1C)N1N([NH2+]C(=N1)C1=CC(=CC=C1)OCC(=O)O)C1=CC=C(C=C1)S(=O)(=O)O